Cl.Cl.CN(CCC1=CNC2=CC=CC(=C12)OC([C@H]1NCCC1)=O)C l-proline 3-(2-(dimethylamino) ethyl)-1H-indol-4-yl ester 2HCl salt